2-ethyl-5-methylpiperazine-1-carboxylate C(C)C1N(CC(NC1)C)C(=O)[O-]